ClC=1C(=CC=C2C(CCOC12)NC(C=C)=O)OC=1C=NC(=CC1)C(F)(F)F N-(8-chloro-7-[{6-(trifluoromethyl)pyridin-3-yl}oxy]chroman-4-yl)acrylamide